8-(4-(4-Fluorobenzyl)piperidine-1-carbonyl)-5H-dibenzo[b,e][1,4]diazepin-11(10H)-one FC1=CC=C(CC2CCN(CC2)C(=O)C=2C=CC3=C(NC(C4=C(N3)C=CC=C4)=O)C2)C=C1